C1(CCC1)C1=CN=C(S1)C=1C=C(C(=O)O)C=C(C1)OC[C@@H]1COCC1 3-(5-cyclobutyl-1,3-thiazol-2-yl)-5-[(3S)-tetrahydrofuran-3-ylmethoxy]benzoic acid